C(C(C)C)[Bi](CC(C)C)CC(C)C tri(isobutyl)bismuth